6-fluoro-N-hydroxy-4-[(3-methyloxetan-3-yl)carbonyl]-3,5-dihydro-2H-1,4-benzoxazepine-8-carboximidamide FC1=CC(=CC2=C1CN(CCO2)C(=O)C2(COC2)C)C(NO)=N